9-(3-(dimethylamino)propyl)-9,10-dihydro-10,10-dimethylanthracene-9-ol CN(CCCC1(C2=CC=CC=C2C(C=2C=CC=CC12)(C)C)O)C